FC(C=1C=CC(=NC1)CNN1C(OCC2(CC2)C1)=O)(F)F 7-(((5-(trifluoromethyl)pyridin-2-yl)methyl)amino)-5-oxa-7-azaspiro[2.5]octan-6-one